CC1=C(C=C(C=C1)/C=C/C(=O)OC)C(NC1(CC1)C1=CC=CC2=CC=CC=C12)=O (E)-Methyl 3-(4-methyl-3-((1-(naphthalen-1-yl)cyclopropyl)carbamoyl)phenyl)acrylate